C(\C=C\C)(=O)N1C[C@](CC1)(C1=C(C(=CC=C1F)Cl)Cl)NC1=CC(=C2C3(C(N(C2=C1)C)=O)CC3)F (S,E)-6'-((1-(But-2-enoyl)-3-(2,3-dichloro-6-fluorophenyl)pyrrolidin-3-yl)amino)-4'-fluoro-1'-methylspiro[cyclopropane-1,3'-indolin]-2'-one